(±)-N-(2-Oxo-8-((4-(pyridin-4-yl)piperazin-1-yl)methyl)-2,3,4,5-tetrahydro-1H-benzo[b]azepin-3-yl)-4-phenoxypicolinamid O=C1[C@@H](CCC2=C(N1)C=C(C=C2)CN2CCN(CC2)C2=CC=NC=C2)NC(C2=NC=CC(=C2)OC2=CC=CC=C2)=O |r|